2-[6-[[3-(trifluoromethylsulfonyl)phenyl]methyl]-2-azaspiro[3.3]heptane-2-carbonyl]-8-oxa-2,5-diazaspiro[3.5]nonan-6-one FC(S(=O)(=O)C=1C=C(C=CC1)CC1CC2(CN(C2)C(=O)N2CC3(C2)NC(COC3)=O)C1)(F)F